ClC1=C(C=CC2=C3N(N=C12)CCN(C3C)C(=O)OC(C)(C)C)Cl tert-butyl 7,8-dichloro-1-methyl-1H,3H,4H-pyrazino[1,2-b]indazole-2-carboxylate